C(#N)C=1C(=NC(=CC1C(F)(F)F)C)N1[C@@H](C[C@@H](C1)O)C(=O)N(C)C1=CC(=C(C=C1)F)C (2S,4S)-1-(3-cyano-6-methyl-4-(trifluoromethyl)pyridin-2-yl)-N-(4-fluoro-3-methylphenyl)-4-hydroxy-N-methylpyrrolidine-2-carboxamide